C1(CC1)N1C=C(C=2N=C(N=CC21)SCCC(=O)OCC(CCCC)CC)I 2-ethylhexyl 3-((5-cyclopropyl-7-iodo-5H-pyrrolo[3,2-d]pyrimidin-2-yl)thio)propionate